FC1=C(C=CC(=C1)C1=NN(C=N1)C1=CC=C(C=C1)C(F)(F)F)NC(=O)\N=C\1/SCC(N1C1=C(C=CC(=C1)OC)C(C)C)=O (Z)-1-(2-fluoro-4-(1-(4-(trifluoromethyl)phenyl)-1H-1,2,4-triazol-3-yl)phenyl)-3-(3-(2-isopropyl-5-methoxyphenyl)-4-oxothiazolidin-2-ylidene)urea